(S)-N-(3-(4-acrylamidopyrimidin-2-yl)prop-2-yn-1-yl)-N-(4-fluorophenyl)-3-(6-methyl-4-(trifluoromethyl)pyridin-2-yl)-2-oxoimidazolidine-4-carboxamide C(C=C)(=O)NC1=NC(=NC=C1)C#CCN(C(=O)[C@H]1N(C(NC1)=O)C1=NC(=CC(=C1)C(F)(F)F)C)C1=CC=C(C=C1)F